(S)-N,N-BIS(4-METHOXYBENZYL)-1-OXOBUTANE-2-SULFONAMIDE COC1=CC=C(CN(S(=O)(=O)[C@H](C=O)CC)CC2=CC=C(C=C2)OC)C=C1